6-[2-Oxo-5-[3-amino-2-hydroxypropyl]-1,3-oxazolidin-3-yl]-4H-pyrazino[2,3-b][1,4]oxazin-3-one O=C1OC(CN1C1=NC2=C(OCC(N2)=O)N=C1)CC(CN)O